6-(2-fluoro-5-(1-methyl-1H-pyrazol-4-yl)benzyl)-7,8-dihydro-1,6-naphthyridin-5(6H)-one FC1=C(CN2C(C=3C=CC=NC3CC2)=O)C=C(C=C1)C=1C=NN(C1)C